N-[(2S)-3-methoxy-1-[[(2S)-1-[(2R)-2-methyl-oxiran-2-yl]-1-oxo-3-phenylpropan-2-yl]amino]-1-oxopropan-2-yl]-2-methyl-1,3-thiazole-5-carboxamide COC[C@@H](C(=O)N[C@H](C(=O)[C@@]1(OC1)C)CC1=CC=CC=C1)NC(=O)C1=CN=C(S1)C